tert-butyl (4R)-4-ethyl-1,2,3-oxathiazolidine-3-carboxylate 2-oxide C(C)[C@H]1N(S(OC1)=O)C(=O)OC(C)(C)C